4-(2-Chloropyrimidin-4-yl)-N-(3,5-difluorobenzyl)oxazole-2-carboxamide ClC1=NC=CC(=N1)C=1N=C(OC1)C(=O)NCC1=CC(=CC(=C1)F)F